(R)-1-(4-chloro-1,3-dihydroisobenzofuran-1-yl)-N-methylmethanamine ClC1=C2CO[C@H](C2=CC=C1)CNC